O(C1=CC=CC=C1)C1=CC=C(CNC(=O)C=2C=NC(=NC2)N2N=CC=C2)C=C1 N-(4-Phenoxybenzyl)-2-(1H-pyrazol-1-yl)pyrimidine-5-carboxamide